NC1=NC=NC2=C(C=C(C=C12)C#N)C#N 4-aminoquinazoline-6,8-dicarbonitrile